C(N)(OC(C(=O)NCCOC(=O)OC1=CC=C(C=C1)C=CC1=CC(=CC(=C1)OC)OC)C(C)(C)C)=O tert-butyl-(2-((2-(((4-(3,5-dimethoxystyryl) phenoxy) carbonyl) oxy) ethyl) amino)-2-oxoethyl) carbamate